(4-bromophenyl)-boronic acid BrC1=CC=C(C=C1)B(O)O